C[C@H]1C[C@@]2(CCN1)OCC1(C3=C2SC=C3)SCCCS1 (6''S,7'R)-6''-methyl-5'H-dispiro[1,3-dithiane-2,4'-thieno[2,3-c]pyran-7',4''-piperidine]